N-(4-(5-cyanopyridin-3-yl)phenyl)-2-(cyclopropanesulfonylamino)-5,6-dihydro-4H-cyclopenta[d]thiazole-4-carboxamide C(#N)C=1C=C(C=NC1)C1=CC=C(C=C1)NC(=O)C1CCC2=C1N=C(S2)NS(=O)(=O)C2CC2